L-1,6-dimethyl-3,5-heptanedione CCCC(CC(C(C)C)=O)=O